C(CCCC\C=C\CC)(=O)N (trans)-6-nonenamide